DIHYDROISOQUINOLINIUM C1[NH2+]C=CC2=CC=CC=C12